2-[4-(cyclohexa-1,3-dien-1-yl)-1H-pyrazol-3-yl]phenol C1(=CC=CCC1)C=1C(=NNC1)C1=C(C=CC=C1)O